ClC=1C=C(C=CC1C1CC1)C=1C=C2CCC(C2=CC1)N1CCC(CC1)C(=O)OC methyl 1-(5-(3-chloro-4-cyclopropylphenyl)-2,3-dihydro-1H-inden-1-yl)piperidine-4-carboxylate